CNC(C[C@@H](CC(N1CCCCC1)=O)C1=CC(=NC=C1C)C(F)(F)F)=O (S)-N-methyl-3-(5-methyl-2-(trifluoromethyl)pyridin-4-yl)-5-oxo-5-(piperidin-1-yl)pentanamide